4-bromo-1-(difluoromethyl)-1H-1,2,3-triazole BrC=1N=NN(C1)C(F)F